(R)-3-(3-cyano-4-fluorophenyl)-1-(8,9-difluoro-6-oxo-1,4,5,6-tetrahydro-2H-pyrano[3,4-c]isoquinolin-1-yl)-1-ethylurea C(#N)C=1C=C(C=CC1F)NC(N(CC)[C@H]1COCC=2NC(C=3C=C(C(=CC3C21)F)F)=O)=O